5-(acetylamino)-3,5-dideoxy-D-glycero-D-galacto-2-nonulopyranosonic acid C(C)(=O)N[C@@H]1[C@H](CC(C(=O)O)(O)O[C@H]1[C@H](O)[C@H](O)CO)O